O1C2N(C(C13CCNCC3)=O)CCC2 tetrahydro-3'H-spiro[piperidine-4,2'-pyrrolo[2,1-b]-[1,3]oxazol]-3'-one